CC1(CC(N2N1C1C(C2(C)C)=C(C=2C=CC=CC21)C=2SC=CC2)=O)C 3,3,10,10-Tetramethyl-9-(thiophen-2-yl)-2,3,4a,10-tetrahydro-1H-indeno[1,2-c]pyrazolo[1,2-a]pyrazol-1-one